di(n-propyl) maleate C(\C=C/C(=O)OCCC)(=O)OCCC